(Z)-oct-3-en-1-ol C(C\C=C/CCCC)O